The molecule is a C20-gibberellin that is the lactone form of gibberellin A15. It has a role as a plant metabolite, a fungal metabolite and a bacterial metabolite. It is a C20-gibberellin, a gibberellin monocarboxylic acid and a lactone. C[C@@]12CCC[C@@]3([C@@H]1[C@@H]([C@]45[C@H]3CC[C@H](C4)C(=C)C5)C(=O)O)COC2=O